cyclopentadienyl-(acetylacetone) titanium dichloride [Cl-].[Cl-].[Ti+2].C1(C=CC=C1)C(C(C)=O)C(C)=O